C(C)C(CCOC(C)=O)CC 3-Ethylpentylacetat